CN1CCC(CC1)CCOC1=CC=2N(C=C1)C(=CN2)C2=CC(=NC=N2)NCC2=CC=C(C=C2)C=2C=NN(C2)C (6-{7-[2-(1-methyl-piperidin-4-yl)-ethoxy]-imidazo[1,2-a]pyridin-3-yl}-pyrimidin-4-yl)-[4-(1-methyl-1H-pyrazol-4-yl)-benzyl]-amine